(3R)-1-{4-chloro-2-[1-(cyclopropylmethyl)-6-(1H-indazol-5-yl)-1H-pyrrolo[2,3-b]pyridin-2-yl]-3-methylpyrazolo[1,5-a]pyridin-6-carbonyl}piperidin-3-amine ClC=1C=2N(C=C(C1)C(=O)N1C[C@@H](CCC1)N)N=C(C2C)C2=CC=1C(=NC(=CC1)C=1C=C3C=NNC3=CC1)N2CC2CC2